C1(CC1)C(=O)NC=1N=C2N(C(=CC=C2)C=2C=C(C=CC2)C2=CC(=CC(=N2)P(O)(O)=O)F)C1 (6-(3-(2-(cyclopropanecarboxamido)imidazo[1,2-a]pyridin-5-yl)phenyl)-4-fluoropyridin-2-yl)phosphonic acid